1-(4-(cyclopropylmethyl)-3,4-dihydroquinoxaline-1(2H)-yl)-3-(4-methylpiperazin-1-yl)propan-1-one C1(CC1)CN1CCN(C2=CC=CC=C12)C(CCN1CCN(CC1)C)=O